1-(5-(2-chloro-5-((4-oxo-3,4-dihydrophthalazin-1-yl)methyl)phenyl)-1H-benzimidazol-2-yl)-3-ethylurea ClC1=C(C=C(C=C1)CC1=NNC(C2=CC=CC=C12)=O)C1=CC2=C(NC(=N2)NC(=O)NCC)C=C1